NC1=CC=C(C(=N1)C)CNC([C@H](C)NC(=O)[C@@H]1N(C[C@H](C1)CC1=CC2=CC=CC=C2C=C1)C(=O)OC(C)(C)C)=O tert-butyl (2R,4S)-2-(((S)-1-(((6-amino-2-methylpyridin-3-yl)methyl)amino)-1-oxopropan-2-yl)carbamoyl)-4-(naphthalen-2-ylmethyl)pyrrolidine-1-carboxylate